4-(7-(8-Ethyl-3-hydroxynaphthalen-1-yl)-8-fluoro-2-(((2R,7aS)-2-fluorotetrahydro-1H-pyrrolizin-7a(5H)-yl)methoxy)quinazolin-4-yl)-6-methyl-1,4-oxazepan-6-ol C(C)C=1C=CC=C2C=C(C=C(C12)C1=CC=C2C(=NC(=NC2=C1F)OC[C@]12CCCN2C[C@@H](C1)F)N1CCOCC(C1)(O)C)O